C(CCCCC)OC(CCCCCCCCC\C=C/C=C)OCCCCCC (3Z)-14,14-dihexyloxy-1,3-tetradecadiene